2-amino-N-(6-(4-((2-aminoethyl)carbamoyl)piperidin-1-yl)pyridin-3-yl)-3-pentylquinoline-7-carboxamide NC1=NC2=CC(=CC=C2C=C1CCCCC)C(=O)NC=1C=NC(=CC1)N1CCC(CC1)C(NCCN)=O